1-(chloromethyl)-4-fluoropiperazine ClCN1CCN(CC1)F